4-(6-bromo-4-fluoro-5-hydroxy-isoindolin-2-yl)-4-oxo-butanoic acid ethyl ester C(C)OC(CCC(=O)N1CC2=CC(=C(C(=C2C1)F)O)Br)=O